ClC=1C=C(C=CC1)[C@@H]1[C@H](C1)C(=O)NC1=NC=NC(=C1)NCC1=NN2C(C=C(C=C2N2CCN(CC2)C)C2CC2)=C1 (1S,2S)-2-(3-chlorophenyl)-N-(6-(((5-cyclopropyl-7-(4-methyl-piperazin-1-yl)pyrazolo[1,5-a]pyridin-2-yl)methyl)amino)pyrimidin-4-yl)cyclopropane-1-carboxamide